ClC1=NC(=NC(=C1)O[C@@H](C)[C@H]1N(C[C@@H](C1)F)C)C(C(C(C(C)(C)C1=C(C=CC=C1F)F)=O)C)=O 1-{4-chloro-6-[(1S)-1-[(2S,4R)-4-fluoro-1-methylpyrrolidin-2-yl]ethoxy]pyrimidin-2-yl}-4-(2,6-difluorophenyl)-2,4-dimethyl-pentane-1,3-dione